FC1=CC=C2C(=N1)SC(=N2)N2C[C@H](N[C@H](C2)C)C (3R,5S)-1-{5-fluoro-[1,3]thiazolo[5,4-b]pyridin-2-yl}-3,5-dimethylpiperazine